O.Cl.ClC1=CC=C(C=C1)NC([C@H](C)C1CCC(CC1)C1=CC=NC2=CC=C(C=C12)F)=O (R)-N-(4-chlorophenyl)-2-((1S,4S)-4-(6-fluoroquinolin-4-yl)cyclohexyl)propanamide hydrochloride monohydrate